C(=O)(O)C1=C(C(=O)NC=2C=C(C=CC2C(=O)O)C2=C(C=C(C=C2)Cl)Cl)C=CC(=C1)C(N=S(=O)(C)C)=O 3-(2-carboxy-4-((dimethyl(oxo)-λ6-sulfanylidene)carbamoyl)benzamido)-2',4'-dichloro-[1,1'-biphenyl]-4-carboxylic acid